2-[(3S,5S)-1,5-Dimethyl-3-piperidyl]-6-[(2R,5S)-5-methyl-2-piperidyl]indazole CN1C[C@H](C[C@@H](C1)C)N1N=C2C=C(C=CC2=C1)[C@@H]1NC[C@H](CC1)C